[K].C(CCCCCCC\C=C/CCCCCCCC)NC1=NC(=NC(=N1)S)S 6-oleylamino-1,3,5-triazine-2,4-dithiol monopotassium